(1-(4-(1-methyl-6-oxo-1,6-dihydropyrimidin-5-yl)phenyl)cyclopropyl)-1-(1-phenylethyl)-1H-1,2,4-triazole-3-carboxamide CN1C=NC=C(C1=O)C1=CC=C(C=C1)C1(CC1)C1=NC(=NN1C(C)C1=CC=CC=C1)C(=O)N